FC(C1=CC=C(C=C1)P(C=1[C-](C=CC1)[C@H](C)P(C(C)(C)C)C(C)(C)C)C1=CC=C(C=C1)C(F)(F)F)(F)F.[CH-]1C=CC=C1.[Fe+2] (S)-1-[(R)-2-[bis[4-(trifluoromethyl)phenyl]phosphino]ferrocenyl]ethyldi-tert-butylphosphine